Cl.C1(CC1)COC=1C(=CC2=CN(N=C2C1)C)N 6-(cyclopropylmethoxy)-2-methyl-2H-indazol-5-amine hydrochloride